(1R,4R,7R)-7-bromo-6-(difluoromethylen)-2-azabicyclo[2.2.1]heptan-3-one Br[C@H]1[C@@H]2NC([C@H]1CC2=C(F)F)=O